((3-(2-methoxyphenyl)allyl)amino)-3-(naphthalen-2-yloxy)propan-2-ol COC1=C(C=CC=C1)C=CCNCC(COC1=CC2=CC=CC=C2C=C1)O